3-Hydroxy-3-(trifluoromethyl)azetidine-1-carboxylic acid tert-butyl ester C(C)(C)(C)OC(=O)N1CC(C1)(C(F)(F)F)O